(2S,4R)-N-cyclopentyl-4-((3-(2,4-dioxotetrahydropyrimidin-1(2H)-yl)pyrazolo[1,5-a]pyridin-5-yl)methyl)-2-methylpiperidine-1-sulfonamide C1(CCCC1)NS(=O)(=O)N1[C@H](C[C@@H](CC1)CC1=CC=2N(C=C1)N=CC2N2C(NC(CC2)=O)=O)C